(R)-8-((6-chloroimidazo[2,1-b]thiazol-5-yl)sulfonyl)-3-(2-(4-(p-tolyl)piperazin-1-yl)ethyl)-2-oxa-8-azaspiro[4.5]decan-1-one ClC=1N=C2SC=CN2C1S(=O)(=O)N1CCC2(C[C@@H](OC2=O)CCN2CCN(CC2)C2=CC=C(C=C2)C)CC1